(1-Ethyl-1H-pyrazol-4-yl)(1-(4-fluoro-2-(hydroxymethyl)phenyl)-3-methyl-1H-pyrazol-5-yl)methanol C(C)N1N=CC(=C1)C(O)C1=CC(=NN1C1=C(C=C(C=C1)F)CO)C